(Z)-3-((5-(tert-butyl)-1H-imidazol-4-yl)methylene)-6-((Z)-3-((tert-butyldimethylsilyl)oxy)benzylidene)piperazine-2,5-dione C(C)(C)(C)C1=C(N=CN1)\C=C/1\C(N\C(\C(N1)=O)=C/C1=CC(=CC=C1)O[Si](C)(C)C(C)(C)C)=O